(S,E)-N7-(1-((7-((2,4-Difluorobenzyl)oxy)benzo[d]thiazol-2-yl)methyl)-2-oxo-1,2-dihydropyridin-3-yl)-6-(2-fluorobenzamido)hept-2-endiamid FC1=C(COC2=CC=CC=3N=C(SC32)CN3C(C(=CC=C3)NC([C@H](CC/C=C/C(=O)N)NC(C3=C(C=CC=C3)F)=O)=O)=O)C=CC(=C1)F